2-(chloromethyl)-5-isopropoxyisonicotinonitrile ClCC=1C=C(C#N)C(=CN1)OC(C)C